3-[(dibenzylamino)methyl]bicyclo[1.1.1]pentane-1-carboxylic acid hydrochloride Cl.C(C1=CC=CC=C1)N(CC1=CC=CC=C1)CC12CC(C1)(C2)C(=O)O